C(C)(C)(C)NC(NC=1C(=CC2=C(N=C(N=C2)NCCCN2CCN(CC2)CCCC(=O)OC(C)(C)C)N1)C1=CC(=CC(=C1)OC)OC)=O tert-butyl 4-(4-(3-((7-(3-(tert-butyl)ureido)-6-(3,5-dimethoxyphenyl)pyrido[2,3-d]pyrimidin-2-yl)amino)propyl)piperazin-1-yl)butanoate